2-chloro-5-((6-((3-methyloxetan-3-yl)methoxy)isoquinolin-1-yl)amino)pyridin-3-ol ClC1=NC=C(C=C1O)NC1=NC=CC2=CC(=CC=C12)OCC1(COC1)C